Ethyl (R)-4-methoxybenzenesulfinate COC1=CC=C(C=C1)[S@](=O)OCC